C(#N)C=1C(=CC(=C(C(=O)C2=CC=CC=C2)C1)O)O 5-cyano-2,4-dihydroxybenzophenone